tris(4-(t-amyl) phenyl) phosphite P(OC1=CC=C(C=C1)C(C)(C)CC)(OC1=CC=C(C=C1)C(C)(C)CC)OC1=CC=C(C=C1)C(C)(C)CC